C(C=C)[Si](C)(Cl)Cl allyldichloro(methyl)silane